1-(4-Difluoromethoxybenzyl)-1H-indazole-5-carboxylic acid methyl ester COC(=O)C=1C=C2C=NN(C2=CC1)CC1=CC=C(C=C1)OC(F)F